6-[(3aS,7aR)-6-(2-Hydroxyethyl)-3,3a,4,5,7,7a-hexahydro-2H-pyrrolo[2,3-c]pyridin-1-yl]-3-[2-hydroxy-4-(trifluoromethoxy)phenyl]-4-methyl-1,2,4-triazin-5-one OCCN1C[C@H]2[C@@H](CC1)CCN2C=2C(N(C(=NN2)C2=C(C=C(C=C2)OC(F)(F)F)O)C)=O